methyl 5-fluoro-1-isopropyl-4-oxo-7-(4,4,5,5-tetramethyl-1,3,2-dioxaborolan-2-yl)-1,4-dihydroquinoline-2-carboxylate FC1=C2C(C=C(N(C2=CC(=C1)B1OC(C(O1)(C)C)(C)C)C(C)C)C(=O)OC)=O